COC(=O)C1=CC=C2C(=N1)C=C(O2)[Si](C)(C)C 2-(trimethylsilyl)furo[3,2-b]pyridine-5-carboxylic acid methyl ester